pentadecylic acid anion C(CCCCCCCCCCCCCC)(=O)[O-]